ClC=1N=C(C2=C(N1)N=CC=C2)Cl 2,4-dichloropyrido[2,3-d]pyrimidine